C(C)C(COC(C(=C(C1=CC=CC=C1)C1=CC=CC=C1)C#N)=O)CCCC 2-cyano-3,3-diphenyl-2-propenoic acid-2-ethylhexyl ester